NC1=C(C=C(C=C1)C=1C=NC=CC1C#N)N1C[C@H](C[C@H]1C1(CC1)O)NC(OC(C)(C)C)=O tert-butyl (3S,5S)-1-(2-amino-5-(4-cyanopyridin-3-yl)phenyl)-5-(1-hydroxycyclopropyl)pyrrolidin-3-ylcarbamate